2-(decyl(2-(3-((2-ethylhexyl)oxy)-5-pentadecylphenoxy)ethyl)amino)propane-1,3-diol C(CCCCCCCCC)N(C(CO)CO)CCOC1=CC(=CC(=C1)CCCCCCCCCCCCCCC)OCC(CCCC)CC